OC(=O)C(F)(F)F.ClC1=CC(=C(C=C1)COC=1C=C(C=CC1F)C=1CCNCC1)F 4-{3-[(4-Chloro-2-fluorophenyl)methoxy]-4-fluorophenyl}-1,2,3,6-tetrahydropyridine TFA salt